C12(CC(C1)C2)NC2=NC(=NC=C2C(=O)N)NC21CCC(CC2)(C1)O 4-(bicyclo[1.1.1]pentan-1-ylamino)-2-((1r,4r)-4-hydroxybicyclo[2.2.1]heptan-1-ylamino)pyrimidine-5-carboxamide